(R)-6-(2-(Ethoxymethoxy)-4-ethynylphenyl)-5-methyl-N-(1-methylpiperidin-3-yl)pyridazine-3-Amine C(C)OCOC1=C(C=CC(=C1)C#C)C1=C(C=C(N=N1)N[C@H]1CN(CCC1)C)C